3-azido-2-hydroxypropyl methacrylate 2-(((2-azidoethoxy)carbonyl)amino)ethyl-methacrylate N(=[N+]=[N-])CCOC(=O)NCCOC(C(=C)C)=O.C(C(=C)C)(=O)OCC(CN=[N+]=[N-])O